ClC1=CC=C(C=C1)C(=CSC([2H])(F)F)C1=CC=C(OC(C(=O)OC(C)C)(C)C)C=C1 isopropyl 2-(4-(1-(4-chlorophenyl)-2-((difluoromethyl-d) thio) vinyl) phenoxy)-2-methylpropionate